sodium N,N-dimethyl-dithiocarbamic acid-(3-sulfopropyl) ester S(=O)(=O)(O)CCCSC(N(C)C)=S.[Na]